3-(4-chlorostyryl)-N-(2-(2-cyano-3,3-difluoroazetidin-1-yl)-2-oxoethyl)isonicotinamide ClC1=CC=C(C=CC2=C(C(=O)NCC(=O)N3C(C(C3)(F)F)C#N)C=CN=C2)C=C1